COC(C1=C(C(=CC(=C1)Br)OCC(OC)OC)C)=O 5-bromo-3-(2,2-dimethoxyethoxy)-2-methylbenzoic acid methyl ester